2-(methacryloylamino)ethyltrimethylammonium bromide [Br-].C(C(=C)C)(=O)NCC[N+](C)(C)C